3-cyano-5-methylhexenoic acid ethyl ester C(C)OC(C=C(CC(C)C)C#N)=O